C(C)(C)(C)OC(=O)N1CC(CC=C1C=1C=CC2=C(N=CS2)C1)O[Si](C)(C)C(C)(C)C.FC(C(=O)N1C(CNCC1)=O)(F)F N-trifluoroacetyl-piperazinone Tert-butyl-6-(benzo[d]thiazol-5-yl)-3-((tert-butyldimethylsilyl)hydroxy)-3,4-dihydropyridine-1(2H)-carboxylate